C(=O)C1CCC(CC1)C(=O)OC(C)(C)C tert-butyl (1r,4r)-4-formylcyclohexane-1-carboxylate